N-iso-butyl-5-methoxy-6-(pyrimidin-5-yl)-1H-benzo[d]imidazole-1-carboxamide C(C(C)C)NC(=O)N1C=NC2=C1C=C(C(=C2)OC)C=2C=NC=NC2